4-(2,6-Difluoro-phenyl)-2-methyl-6H-3-thia-5,8,10-triaza-benzo[e]azulen FC1=C(C(=CC=C1)F)C1=NCC2=C(C=3C=C(SC13)C)N=CN=C2